(2R)-4-(2-bromo-9-(hydroxymethyl)-7-methyl-5-oxo-5,7,8,9-tetrahydropyrrolo[1,2-C][1,2,4]triazolo[1,5-a]pyrimidin-6-yl)-2-methylpiperazine-1-carboxylic acid tert-butyl ester C(C)(C)(C)OC(=O)N1[C@@H](CN(CC1)C1=C2N(C=3N(C1=O)N=C(N3)Br)C(CC2C)CO)C